CC(C(=O)O[C@H]1CC(C=C2C=C[C@@H]([C@@H]([C@@H]12)CC[C@H]1OC(C[C@@H](C1)O)=O)C)=C)(CC)C (1S,7S,8S,8aR)-8-{2-[(2R,4R)-4-hydroxy-6-oxooxan-2-yl]ethyl}-7-methyl-3-methylidene-1,2,3,7,8,8a-hexahydronaphthalen-1-yl 2,2-dimethylbutanoate